1-isopropyl-5-[2-(4-piperidyl)-1H-pyrrolo[2,3-b]pyridin-4-yl]pyridin-2-one C(C)(C)N1C(C=CC(=C1)C1=C2C(=NC=C1)NC(=C2)C2CCNCC2)=O